C(C)(C)(C)OC(=O)NCCCC[C@H](NS(=O)(=O)OC1=CC=C(C=C1)[N+](=O)[O-])C(=O)OCC=C Allyl Nε-(tert-butoxycarbonyl)-Nα-((4-nitrophenoxy)sulfonyl)-L-lysinate